C1(CC1)C1=NC2=CC=CC(=C2C(=C1C#N)CCCC(F)(F)F)F 2-cyclopropyl-5-fluoro-4-(4,4,4-trifluorobutyl)quinoline-3-carbonitrile